methyl (1r,4r)-4-[(3-chlorophenyl)amino]-2'-[2-(fluoromethyl)-3-hydroxypropyl]spiro[cyclohexane-1,1'-indene]-4-carboxylate ClC=1C=C(C=CC1)NC1(CCC2(C(=CC3=CC=CC=C23)CC(CO)CF)CC1)C(=O)OC